FC1=CC(=C(C=C1)C1=NC=CC2=C1CN(C2=O)C2=CC=C(C=C2)C(C(F)(F)F)(C(F)(F)F)O)OCC(F)(F)F 4-[4-fluoro-2-(2,2,2-trifluoroethoxy)phenyl]-2-[4-(1,1,1,3,3,3-hexafluoro-2-hydroxypropan-2-yl)phenyl]-2,3-dihydro-1H-pyrrolo[3,4-c]pyridin-1-one